FC(C=1N(C(C2=C(N1)C=C(N2)C=2C=NN(C2)CC2=CC(=CC=C2)OC)=O)CC)F 2-Difluoromethyl-3-ethyl-6-[1-(3-methoxy-benzyl)-1H-pyrazol-4-yl]-3,5-dihydro-pyrrolo[3,2-d]pyrimidin-4-one